5-[6-chloro-3-[1-(2-isopropyl-3,6-dimethyl-4-oxo-chromen-8-yl)ethylamino]-2-pyridyl]-3-fluoro-2-hydroxy-benzaldehyde ClC1=CC=C(C(=N1)C=1C=C(C(=C(C=O)C1)O)F)NC(C)C=1C=C(C=C2C(C(=C(OC12)C(C)C)C)=O)C